O=C1NC(CC[C@@H]1C=1C=CC=NC1)=O |r| 5-[(3RS)-2,6-dioxopiperidin-3-yl]Pyridine